BrC1=CC2=C(C(N3[C@@H](CO2)CN(CC3)C(=O)OC(C)(C)C)=O)C=C1C tert-butyl (12aR)-9-bromo-8-methyl-6-oxo-3,4,12,12a-tetrahydro-6H-pyrazino[2,1-c][1,4]benzooxazepine-2(1H)-carboxylate